C(C)OC(=O)C=1C=NN2C1N=C(C=C2)N2C[C@]1(CCOC1)CC2 5-[(5R)-2-oxa-7-azaspiro[4.4]nonan-7-yl]pyrazolo[1,5-a]pyrimidine-3-carboxylic acid ethyl ester